2-(4-methoxy-2-trifluoromethylphenyl)acetic acid COC1=CC(=C(C=C1)CC(=O)O)C(F)(F)F